ClC1=CNC=2N=C(N=C(C21)NCC)NC2=C(C=C(C=C2)S(=O)(=O)C)OC 5-chloro-N4-ethyl-N2-(2-methoxy-4-(methylsulfonyl)phenyl)-7H-pyrrolo[2,3-d]pyrimidine-2,4-diamine